C(C)SC=1NC(/C(/N1)=C/C=1C=C2C=CC=NC2=CC1)=O (4Z)-2-ethylsulfanyl-4-(6-quinolylmethylene)-1H-imidazol-5-one